OC1(CCN(CC1)C(C)=O)C1=CC2=C(N=CN=C2N[C@H](C)C2=C(C(=CC=C2)C(F)(F)F)C)C=N1 (R)-1-(4-hydroxy-4-(4-((1-(2-methyl-3-(trifluoromethyl)phenyl)ethyl)-amino)pyrido[3,4-d]pyrimidin-6-yl)piperidin-1-yl)ethan-1-one